FC1(CN(C1)C1=C2C(=NC=C1C(F)(F)F)NC(=C2)C=2CCOCC2)F 4-(3,3-Difluoroazetidin-1-yl)-2-(3,6-dihydro-2H-pyran-4-yl)-5-(trifluoromethyl)-1H-pyrrolo[2,3-b]pyridine